2,2-di-tert-butyl-1,3-dioxolane C(C)(C)(C)C1(OCCO1)C(C)(C)C